ClC=1C=C2CC(O[C@H](C2=CC1)[C@H]1O[C@H]([C@@H]([C@@H]1O)O)N1C=CC2=C1N=CN=C2C)=O (R)-6-chloro-1-((2S,3S,4R,5R)-3,4-dihydroxy-5-(4-methyl-7H-pyrrolo[2,3-d]pyrimidin-7-yl)tetrahydrofuran-2-yl)isochroman-3-one